N1(CCCC1)C=1C=C(C=CC1)CN (3-(pyrrolidin-1-yl)phenyl)methylamine